5,6,7,8-Tetrahydro-1-naphthaldehyde C1(=CC=CC=2CCCCC12)C=O